2-Hydroxy-5-bromobenzaldehyde OC1=C(C=O)C=C(C=C1)Br